2-(((4-((1S,5R)-8-(tert-butoxycarbonyl)1-methyl-3,8-diazabicyclo[3.2.1]octan-3-yl)-6,8-difluoroquinazolin-2-yl)oxy)methyl)-2-(hydroxymethyl)cyclopropane C(C)(C)(C)OC(=O)N1[C@@]2(CN(C[C@H]1CC2)C2=NC(=NC1=C(C=C(C=C21)F)F)OCC2(CC2)CO)C